(Z)-N'-hydroxy-4-(4,4,5,5-tetramethyl-1,3,2-dioxaborolan-2-yl)benzimidamide O\N=C(\C1=CC=C(C=C1)B1OC(C(O1)(C)C)(C)C)/N